ClC=1C=C(C=CC1F)C1=C(C=CC=C1)F 3-chloro-4,2'-difluoro-[1,1'-biphenyl]